COC1=C(C[C@@H]2N(CCCCC2)C2=CC(=CC(N2)=O)N2CCOCC2)C=CC=C1 (R)-6-(2-(2-methoxybenzyl)azepan-1-yl)-4-morpholinopyridin-2(1H)-one